4-bromo-5-(4-(4-methylpiperazin-1-yl)piperidin-1-yl)-2-nitrophenol BrC1=CC(=C(C=C1N1CCC(CC1)N1CCN(CC1)C)O)[N+](=O)[O-]